ClC=1C=C(C=CC1)N1C(C=CC2=CN=C3C(=C12)C=C(C=C3)C3=CC=C(C=C3)Cl)=N 1-(3-Chlorophenyl)-9-(4-chlorophenyl)benzo[H][1,6]naphthyridine-2(1H)-imine